CNCCC(N)N methyldiaminopropylamine